C(C)(C)(C)OC(=O)N1CCC(CC1)C=1SC(=CC1C(=O)O)Cl 2-{1-[(tert-butoxy)carbonyl]piperidin-4-yl}-5-chlorothiophene-3-carboxylic acid